(Z)-(1-(4-amino-2-fluorobut-2-en-1-yl)-4-(3-(pyrrolidin-1-ylsulfonyl)phenyl)-1H-Benzo[d][1,2,3]triazol-6-yl)(pyrrolidin-1-yl)methanone hydrochloride Cl.NC\C=C(\CN1N=NC2=C1C=C(C=C2C2=CC(=CC=C2)S(=O)(=O)N2CCCC2)C(=O)N2CCCC2)/F